ClC1=CC2=C(C=C3N2C(=NN(C3=O)CC(=O)N[C@@H]3COCC3)C(C)C)S1 (S)-2-(2-chloro-5-isopropyl-8-oxothieno[2',3':4,5]pyrrolo[1,2-d][1,2,4]triazin-7(8H)-yl)-N-(tetrahydrofuran-3-yl)acetamide